BrC=1C=NC(=NC1)N[C@H]1CN(CC1)C(=O)C1=CC(=C(C=C1)NC(C=C)=O)N1CCC(CC1)N(C)C (R)-N-(4-(3-((5-bromopyrimidin-2-yl)amino)pyrrolidine-1-carbonyl)-2-(4-(dimethylamino)piperidin-1-yl)phenyl)acrylamide